C(C)N1C(C(N(CC1)CC(=O)N[C@@H](CC1=CC=C(C=C1)NS(O)(=O)=O)C=1N=C(SC1)C=1SC=CC1)=O)=O 4-{(S)-2-[2-(4-Ethyl-2,3-dioxopiperazin-1-yl)acetylamino]-2-[2-(thien-2-yl)thiazol-4-yl]Ethyl}phenyl-sulfamic acid